NC=1N=C(C=C2C=CN=CC12)C=1C=NC=C(C1C)N 8-amino-6-(5-amino-4-methylpyridin-3-yl)-2,7-naphthyridine